NC=1NC(C2=C(N1)NC(=C2)CCNS(=O)(=O)C2=C(C(=O)NC=1C=NC=CC1)C=CC=C2)=O (N-(2-(2-amino-4-oxo-4,7-dihydro-3H-pyrrolo[2,3-d]pyrimidin-6-yl)ethyl)sulfamoyl)-N-(pyridin-3-yl)benzamide